C(C)(C)(C)C1=CC=C(C(=O)NC=2C(=C(C=CC2)C=2C3=C(N=CN2)NC(=C3)C3=CC=C(C(=O)OC)C=C3)C)C=C1 methyl 4-(4-(3-(4-tert-butylbenzamido)-2-methylphenyl)-7H-pyrrolo[2,3-d]pyrimidin-6-yl)benzoate